eleoStearic acid C(CCCCCCCC=CC=CC=CCCCC)(=O)O